FC1(CN(CC[C@H]1N[C@@H](C)C1=CC=CC=C1)C(=O)OC(C)(C)C)F |&1:8| tert-butyl (4R)-3,3-difluoro-4-[[(1SR)-1-phenylethyl]amino]piperidine-1-carboxylate